ClC=1C=C(C(N(N1)C)=O)NC1=NC(=NC=C1)C 6-Chloro-2-methyl-4-(2-methylpyrimidin-4-ylamino)pyridazin-3(2H)-one